2-(2-(difluoromethoxy)-7-methylquinoxalin-5-yl)-6,7-dihydrothiazolo[5,4-c]pyridine-5(4H)-carboxylic acid tert-butyl ester C(C)(C)(C)OC(=O)N1CC2=C(CC1)N=C(S2)C2=C1N=CC(=NC1=CC(=C2)C)OC(F)F